FC=1C=C(C=CC1)C1=C(C=C(C=C1)C1=CC=NS1)[N+](=O)[O-] 5-(3'-fluoro-2-nitro-[1,1'-biphenyl]-4-yl)isothiazole